ClC1=C(C=CC=C1)[C@@H]1N(CCCCC1)C1=NC(=NC(=C1)C)N (R)-4-(2-(2-chlorophenyl)azepan-1-yl)-6-methylpyrimidin-2-amine